tert-butyl (2R,6S)-4-[4-fluoro-5-([8-fluoro-2-methylimidazo[1,2-a]pyridin-6-yl]carbamoyl)thiophen-2-yl]-2,6-dimethyl-5,6-dihydro-2H-pyridine-1-carboxylate FC=1C=C(SC1C(NC=1C=C(C=2N(C1)C=C(N2)C)F)=O)C2=C[C@H](N([C@H](C2)C)C(=O)OC(C)(C)C)C